BrC1=CN=CC(=N1)N(C1=NC(NC2=CC(=CC=C12)Cl)=O)C 4-[(6-bromopyrazin-2-yl)-methyl-amino]-7-chloro-1H-quinazolin-2-one